1-(2-thienyl)ethan-1-one S1C(=CC=C1)C(C)=O